tert-Butyl 4-(3-hydroxy-4-nitrophenyl)-6,6-dimethylcyclohex-3-ene-1-carboxylate OC=1C=C(C=CC1[N+](=O)[O-])C1=CCC(C(C1)(C)C)C(=O)OC(C)(C)C